3-(difluoromethyl)-5-(3-isopropoxyphenyl)-5,8,8-trimethyl-6-oxo-5,6,7,8,9,10-hexahydrobenzo[b][1,8]naphthyridine-4-carbonitrile FC(C1=C(C=2C(C3=C(NC2N=C1)CC(CC3=O)(C)C)(C)C3=CC(=CC=C3)OC(C)C)C#N)F